N-((4bS,9bS)-1-amino-4b-hydroxy-10-oxo-7-(trifluoromethyl)-4b,10-dihydro-9bH-indeno[1,2-b]benzofuran-9b-yl)acetamide NC1=C2C([C@@]3([C@@](OC4=C3C=CC(=C4)C(F)(F)F)(C2=CC=C1)O)NC(C)=O)=O